C(C)(C)(C)OC(=O)N1CCN(CC(C1)(F)F)C1=NC(=NC(=C1Cl)OCC=C)C1=C(N=CS1)Cl 4-[6-allyloxy-5-chloro-2-(4-chlorothiazol-5-yl)pyrimidin-4-yl]-6,6-difluoro-1,4-diazepan-1-carboxylic acid tert-butyl ester